CC=1SC(=CC1C(=O)O)C1=CC(=CC=C1)OC(F)(F)F 2-methyl-5-(3-(trifluoromethoxy)phenyl)thiophene-3-carboxylic acid